methyl 4-(2-chloro-4-pyridyl)butanoate ClC1=NC=CC(=C1)CCCC(=O)OC